COC(=O)C=1C(=CC=C2C(=CC=NC12)N)C=1C=NN(C1C)CC12CC3CC(CC(C1)C3)C2 7-(1-(adamantan-1-ylmethyl)-5-methyl-1H-pyrazol-4-yl)-4-aminoquinoline-8-carboxylic acid methyl ester